FC1=C(CN2N=C(C=C2C2=NOC=C2)C2=NC=CC(=N2)N)C=CC=C1 2-(1-(2-fluorobenzyl)-5-(isoxazol-3-yl)-1H-pyrazol-3-yl)pyrimidin-4-amine